CS(=O)(=O)OC=1C=NC(=NC1)C=1C=NN(C1NC(=O)O[C@H](C)C=1C(=NC=CC1)F)C (R)-2-(5-(((1-(2-fluoropyridin-3-yl)ethoxy)carbonyl)amino)-1-methyl-1H-pyrazol-4-yl)pyrimidin-5-yl methanesulfonate